ClC=1C(=C(C(=O)O\N=C(/N)\C2=CC3=CC=CC=C3C=C2)C(=CC1)Cl)OC (Z)-N'-((3,6-dichloro-2-methoxybenzoyl)oxy)-2-naphthimidamide